(bromomethyl)-2-chloro-8-(2-methoxyethoxy)-1,5-naphthyridine BrCC=1C(=NC2=C(C=CN=C2C1)OCCOC)Cl